FC1=CC=C(C=C1)NC=1C=CC=C2C(N3C(=NC12)C(C1=CC(=CC=C13)C#N)=O)=O 4-[(4-fluorophenyl)amino]-6,12-dioxoindolo[2,1-b]quinazoline-8-carbonitrile